C(C)NC1=C2C3=C(C=NC2=CC=C1)SC1=C(C3=O)C=CC=C1F (ethylamino)-8-fluoro-12H-benzothiopyrano[2,3-c]Quinolin-12-one